C1(CCC1)C1=CC=C2N=C(C(N(C2=C1)C1=CC=C(C=C1)OC(F)F)=O)C=1C=CC2=C(N(C=N2)C)C1 7-cyclobutyl-1-(4-(difluoromethoxy)phenyl)-3-(1-methyl-1H-benzo[d]imidazol-6-yl)-2(1H)-quinoxalinone